[2-[[[4-(2,2-dimethyl-1-oxo-propoxy)phenyl]sulfonyl]amino]benzoyl]-(S)-glycine CC(C(OC1=CC=C(C=C1)S(=O)(=O)NC1=C(C(=O)NCC(=O)O)C=CC=C1)=O)(C)C